N-((8-chloro-1,2,3,5,6,7-hexahydro-s-indacen-4-yl)carbamoyl)-5-((((1-hydroxycyclobutyl)methyl)(methyl)amino)methyl)-1-isopropyl-1H-pyrazole-3-sulfonamide ClC=1C=2CCCC2C(=C2CCCC12)NC(=O)NS(=O)(=O)C1=NN(C(=C1)CN(C)CC1(CCC1)O)C(C)C